(trans)-ethyl 4-((3-(2-cyanoacetoxy)cyclopentyl)(methyl)amino)-1H-pyrrolo[2,3-b]pyridine-5-carboxylate C(#N)CC(=O)O[C@@H]1C[C@H](CC1)N(C1=C2C(=NC=C1C(=O)OCC)NC=C2)C